tert-butyl ((6-(3-(2-(4-((2-oxa-6-azaspiro[3.3]heptan-6-yl)methyl)-3-methoxyphenyl)-3-chloropyridin-4-yl)-2-chlorophenyl)-2-methoxypyridin-3-yl)methyl)(1-acetylpiperidin-4-yl)carbamate C1OCC12CN(C2)CC2=C(C=C(C=C2)C2=NC=CC(=C2Cl)C=2C(=C(C=CC2)C2=CC=C(C(=N2)OC)CN(C(OC(C)(C)C)=O)C2CCN(CC2)C(C)=O)Cl)OC